4-amino-1-((2R,3S,4S,5R)-3,4-dihydroxy-5-(hydroxymethyl)-5-(trifluoromethyl)tetrahydrofuran-2-yl)-5-fluoropyrimidin-2(1H)-one NC1=NC(N(C=C1F)[C@@H]1O[C@]([C@H]([C@@H]1O)O)(C(F)(F)F)CO)=O